(Z)-1-(5-(3-(4-fluorophenyl)-4-oxo-3,4-dihydrophthalazin-1-yl)furan-2-yl)-N-isopropylmethanimine oxide FC1=CC=C(C=C1)N1N=C(C2=CC=CC=C2C1=O)C1=CC=C(O1)\C=[N+](\C(C)C)/[O-]